(S)-2-((2-((S)-4-(difluoromethyl)-2-carbonyloxazolidin-3-yl)-5,6-dihydrobenzo[f]imidazo[1,2-d][1,4]oxazepin-9-yl)amino)propanethioamide FC([C@H]1N(C(OC1)=C=O)C=1N=C2N(CCOC3=C2C=CC(=C3)N[C@H](C(N)=S)C)C1)F